(8-amino-3-azabicyclo[3.2.1]octan-3-yl)-8-fluoro-2-(((tetrahydro-1H-pyrrolizin-7a(5H)-yl)methoxy)pyrido[4,3-d]pyrimidin-7-yl)-5-ethynylnaphthalen-2-ol NC1C2CN(CC1CC2)C2C(C=CC1=C(C=CC(=C21)F)C#C)(O)C2=CC=1N=C(N=CC1C=N2)OCC21CCCN1CCC2